OCCN(CCCS(=O)(=O)O)CCO 3-[bis(2-hydroxy-ethyl)-amino]-propane-1-sulfonic acid